4-amino-N-(cyclopropylmethyl)-7-fluoro-N-(2-(trifluoromethyl)-6,7-dihydro-5H-cyclopenta[b]pyridin-5-yl)imidazo[1,5-a]quinoxaline-8-carboxamide NC=1C=2N(C3=CC(=C(C=C3N1)F)C(=O)N(C1CCC3=NC(=CC=C31)C(F)(F)F)CC3CC3)C=NC2